N(=[N+]=[N-])C(C=1OCCN1)F 2-(Azidofluoromethyl)-4,5-dihydro-1,3-oxazole